FC(OC1=NC=CC(=C1)C1=C(C=2CCC2C=C1)NC(=O)N=[S@@](=O)(N)C=1C=NN2C1OCCC2)F (S)-N'-((3-(2-(difluoromethoxy)pyridin-4-yl)bicyclo[4.2.0]octa-1(6),2,4-trien-2-yl)carbamoyl)-6,7-dihydro-5H-pyrazolo[5,1-b][1,3]oxazine-3-sulfonimidamide